3-methyl-4-(4-methylpiperidin-1-yl)aniline CC=1C=C(N)C=CC1N1CCC(CC1)C